Br[C@@H]1C[C@@H]2N([C@H](OC2)C2=CC=CC=C2)C1=O (3R,6R,7aS)-6-bromo-3-phenyltetrahydropyrrolo[1,2-c]oxazol-5(3H)-one